FC1=CC2=C(C=CS2)C(=C1)N1CCN(CC1)CCC1=CC=C2CCC(N(C2=C1)C(C(=O)[O-])(CCC)C)=O (7-(2-(4-(6-fluorobenzothiophen-4-yl) piperazin-1-yl) ethyl)-2-oxo-3,4-dihydroquinolin-1(2H)-yl)-2-methylpentanoate